ClC=1C=C(OC(CNC(CNC2=CC=CC=C2)=N)C)C=CC1 N-[2-(3-chlorophenoxy)propyl]-2-(phenylamino)-Ethanimidamide